C(C)OC(=O)C1=C(N=C(S1)NC1=NC(=CC(=N1)N1CC(CCC1)C(N)=O)NCC1=CC=C(C=C1)C1=NN=NN1)C 2-[4-(3-carbamoylpiperidin-1-yl)-6-[4-(1H-tetrazol-5-yl)benzylamino]pyrimidin-2-ylamino]-4-methylthiazole-5-carboxylic acid ethyl ester